tert-butyl (E)-(((tert-butoxycarbonyl)amino)(3-(3-(4-(3-phenylpropoxy)-3-(trifluoromethyl)phenyl)-1,2,4-oxadiazol-5-yl)azetidin-1-yl)methylene)carbamate C(C)(C)(C)OC(=O)N/C(/N1CC(C1)C1=NC(=NO1)C1=CC(=C(C=C1)OCCCC1=CC=CC=C1)C(F)(F)F)=N\C(OC(C)(C)C)=O